3-((tert-butyldimethylsilyl)oxy)-8-(3-morpholinopropyl)-6H-benzo[c]chromen-6-one [Si](C)(C)(C(C)(C)C)OC1=CC=C2C3=C(C(OC2=C1)=O)C=C(C=C3)CCCN3CCOCC3